10-oxodecanoic acid lithium [Li].O=CCCCCCCCCC(=O)O